C(C)(C)(C)OC(=O)N1[C@H]([C@H](CCC1)C(N(C)CCN1C[C@H](CC1)F)=O)C(=O)O (2R,3S)-1-tert-butoxycarbonyl-3-[2-[(3S)-3-fluoropyrrolidin-1-yl]ethyl-methyl-carbamoyl]piperidine-2-carboxylic acid